(1S,2R,3S,5R)-3-((S)-(4-chlorophenyl)fluoromethyl)-5-((E)-6-hydrazineylidene-3,6-dihydro-9H-purin-9-yl)cyclopentane-1,2-diol ClC1=CC=C(C=C1)[C@H]([C@@H]1[C@H]([C@H]([C@@H](C1)N1C=2NC=N/C(/C2N=C1)=N/N)O)O)F